ClC1=C(COC=2C=C3CCC(C3=CC2C)N2CCC(CC2)C(=O)O)C(=CC=C1)Cl 1-(5-((2,6-dichloro-benzyl)oxy)-6-methyl-2,3-dihydro-1H-inden-1-yl)piperidine-4-carboxylic acid